OCC12CC(C1)C2 3-(hydroxymethyl)bicyclo[1.1.1]pentane